NC1NC(CC(C1C(=O)OC)Cl)=O methyl 2-amino-4-chloro-6-oxopiperidine-3-carboxylate